F[P-](F)(F)(F)(F)F.[N+](=O)([O-])C=1C=C(C=CC1)[I+]C1=CC(=CC=C1)[N+](=O)[O-] di(3-nitrophenyl)iodonium hexafluorophosphate